N(=[N+]=[N-])CCCO 3-Azido-propyl alcohol